ClC1=NC(=CN=C1)C=1SC=NN1 2-chloro-6-(1,3,4-thiadiazol-2-yl)pyrazine